((Piperazin-1,4-diylbis(ethan-2,1-diyl))bis(azantriyl))tetrakis(hexan-6,1-diyl)tetrakis(2-hexyldecanoat) N1(CCN(CC1)CCN(CCCCCCC(C(=O)[O-])(CCCCCCCC)CCCCCC)CCCCCCC(C(=O)[O-])(CCCCCCCC)CCCCCC)CCN(CCCCCCC(C(=O)[O-])(CCCCCCCC)CCCCCC)CCCCCCC(C(=O)[O-])(CCCCCCCC)CCCCCC